C(C1=CC=CC=C1)NCC1=CC=NC=C1 N-benzyl-1-(pyridin-4-yl)methylamine